C(C)[Si]1(O[Si](O[Si](O[Si](O[Si](O[Si](O[Si](O[Si](O1)(CC)CC)(CC)CC)(CC)CC)(CC)CC)(CC)CC)(CC)CC)(CC)CC)CC hexadecaethylcyclooctasiloxane